(R,E)-2-methyl-N-((1-(2,2,2-trifluoroethyl)-1H-pyrrolo[2,3-c]pyridin-5-yl)methylene)propane-2-sulfinamide CC(C)(C)[S@@](=O)/N=C/C=1C=C2C(=CN1)N(C=C2)CC(F)(F)F